CN(C)C(=O)[C@@H]1[C@H]([C@]2([C@@]([C@@H]1O)(C3=C(O2)C=C(C=C3OC)OC)O)C4=CC=C(C=C4)OC)C5=CC=CC=C5 The molecule is an organic heterotricyclic compound that is 2,3,3a,8b-tetrahydro-1H-benzo[b]cyclopenta[d]furan substituted by hydroxy groups at positions 1 and 8b, methoxy groups at positions 6 and 8, a 4-methoxyphenyl group at position 3a, a phenyl group at position 3 and a N,N-dimethylcarbamoyl group at position 1. Isolated from Aglaia odorata and Aglaia duperreana, it exhibits antineoplastic activity. It has a role as a metabolite, an antineoplastic agent and an antileishmanial agent. It is an organic heterotricyclic compound, a monomethoxybenzene and a monocarboxylic acid amide.